(S)-5-bromo-N-(8,9-difluoro-6-oxo-1,4,5,6-tetrahydro-2H-pyrano[3,4-c]isoquinolin-1-yl)-N-methylthiophene-3-carboxamide BrC1=CC(=CS1)C(=O)N(C)[C@@H]1COCC=2NC(C=3C=C(C(=CC3C21)F)F)=O